5-[1-(2-Fluoro-6-methyl-phenyl)-piperidin-4-yl]-2-([1,1,1,3,3,3-2H6]propan-2-yl)-7-(2-trifluoromethyl-benzyl)-2,4,5,7-tetrahydro-pyrazolo[3,4-d]pyrimidin-6-on FC1=C(C(=CC=C1)C)N1CCC(CC1)N1C(N(C=2C(C1)=CN(N2)C(C([2H])([2H])[2H])C([2H])([2H])[2H])CC2=C(C=CC=C2)C(F)(F)F)=O